tert-butyl 4-[2-[3-(3-amino-6-chloro-pyridazin-4-yl)-3,8-diazabicyclo[3.2.1]octan-8-yl]pyrimidin-5-yl]piperazine-1-carboxylate NC=1N=NC(=CC1N1CC2CCC(C1)N2C2=NC=C(C=N2)N2CCN(CC2)C(=O)OC(C)(C)C)Cl